3-hydroxy-4-[6-[(3-hydroxy-3-methyl-cyclobutyl)amino]-4-methyl-pyridazin-3-yl]benzonitrile OC=1C=C(C#N)C=CC1C=1N=NC(=CC1C)NC1CC(C1)(C)O